2,5-dibromo-3-naphthyl-thiophene BrC=1SC(=CC1C1=CC=CC2=CC=CC=C12)Br